isocyanatoiminotriphenylphosphine N(=C=O)N=P(C1=CC=CC=C1)(C1=CC=CC=C1)C1=CC=CC=C1